Fmoc-phenylhydrazine C(=O)(OCC1C2=CC=CC=C2C2=CC=CC=C12)N(N)C1=CC=CC=C1